tert-butyl (1-(2-(3-amino-6-(3-(trifluoromethyl)pyridin-2-yl)pyrazine-2-carboxamido)pyridin-3-yl)-4-ethyl piperidin-4-yl)carbamate NC=1C(=NC(=CN1)C1=NC=CC=C1C(F)(F)F)C(=O)NC1=NC=CC=C1N1CCC(CC1)(CC)NC(OC(C)(C)C)=O